FC=1C(=C2CN(C(C2=CC1)=O)C1C(NC(CC1)=O)=O)N1CCC(CC1)CN1CCN(CC1)CC1CCN(CC1)C1=NC=NC(=C1)C=1NN=C2C=CC(=CC12)OC1(CC1)C 3-[5-fluoro-4-[4-[[4-[[1-[6-[5-(1-methylcyclopropoxy)-2H-indazol-3-yl]pyrimidin-4-yl]-4-piperidyl]methyl]piperazin-1-yl]methyl]-1-piperidyl]-1-oxo-isoindolin-2-yl]piperidine-2,6-dione